(2,2-dimethyl-1,3-dioxolan-4-yl)pyrimidin-5-ol CC1(OCC(O1)C1=NC=C(C=N1)O)C